3-methylhepta-2,6-dien-1-ol CC(=CCO)CCC=C